2-isopropyl-5-oxopyrazolo[1,5-a]pyridine C(C)(C)C=1NN2C(=CC(C=C2)=O)C1